ClC1=C(CC=2N(C(N(N2)CC2CC2)=O)CC2CCC(CC2)C(F)(F)F)C(=CC=C1)F 5-(2-chloro-6-fluorobenzyl)-2-(cyclopropylmethyl)-4-((4-(trifluoromethyl)cyclohexyl)methyl)-2,4-dihydro-3H-1,2,4-triazol-3-one